1-Dodecyl-3-Methylpyrrolium acetat C(C)(=O)[O-].C(CCCCCCCCCCC)[NH+]1C=C(C=C1)C